(1R,3S)-3-{3-[(1,2-oxazol-5-ylacetyl)amino]-1H-pyrazol-5-yl}cyclopentyl (2R)-butan-2-ylcarbamate C[C@H](CC)NC(O[C@H]1C[C@H](CC1)C1=CC(=NN1)NC(CC1=CC=NO1)=O)=O